2-oxabicyclo[1.1.1]Pentane C12OC(C1)C2